methyl 2-chloro-7-methyl-6-oxo-5,6-dihydro-1,5-naphthyridine-3-carboxylate ClC1=NC=2C=C(C(NC2C=C1C(=O)OC)=O)C